6-Ethyl-5-(2-(6-methoxypyridin-3-yl)phenyl)pyridin-2-amine C(C)C1=C(C=CC(=N1)N)C1=C(C=CC=C1)C=1C=NC(=CC1)OC